1-methyl-N-(5-(cis-3-(4-(trifluoromethyl)phenyl)cyclobutoxy)-1H-indol-3-yl)-1H-1,2,3-triazole-4-carboxamide CN1N=NC(=C1)C(=O)NC1=CNC2=CC=C(C=C12)O[C@@H]1C[C@@H](C1)C1=CC=C(C=C1)C(F)(F)F